4-(2-fluoro-3,6-dimethoxybenzoyl)-N-{2-[(pyridin-4-yl)formamido]ethyl}benzamide FC1=C(C(=O)C2=CC=C(C(=O)NCCNC(=O)C3=CC=NC=C3)C=C2)C(=CC=C1OC)OC